BrC=1N=C(C(=NC1)N)OCC1=C(C=NC=C1)OCC1CCOCC1 5-bromo-3-((3-((tetrahydro-2H-pyran-4-yl)methoxy)pyridin-4-yl)methoxy)pyrazin-2-amine